tert-butyl (2R,3S,4S)-3-(acetyloxy)-2-benzyl-4-hydroxypyrrolidine-1-carboxylate C(C)(=O)O[C@H]1[C@H](N(C[C@@H]1O)C(=O)OC(C)(C)C)CC1=CC=CC=C1